(4-chloro-2-fluorophenyl)-6-methyl-4-[(1-methylcyclopropyl)amino]furo[2,3-d]pyrimidine-5-carboxamide ClC1=CC(=C(C=C1)C=1N=C(C2=C(N1)OC(=C2C(=O)N)C)NC2(CC2)C)F